CC(CCC(=O)O)CC=C(C)C 4,7-dimethyl-6-octenoic acid